C[Si](O[Si](O[Si](O[Si](O[Si](C)(C)C)(O[Si](C)(C)C)C)(C)CCC(=O)O)(O[Si](C)(C)C)C)(C)C 3-(1,1,1,3,5,7,9,9,9-nonamethyl-3,7-bis((trimethylsilyl)oxy)pentasiloxane-5-yl)propionic acid